(1R,3S)-3-(3-{[(3,5-difluorophenyl)acetyl]amino}-1H-pyrazol-5-yl)cyclopentyl (cis-4-hydroxy-4-methylcyclohexyl)carbamate OC1(CCC(CC1)NC(O[C@H]1C[C@H](CC1)C1=CC(=NN1)NC(CC1=CC(=CC(=C1)F)F)=O)=O)C